(12Z,15Z)-N,N-dimethylhenicosa-12,15-dien-4-amine CN(C(CCC)CCCCCCC\C=C/C\C=C/CCCCC)C